(S)-4-(2-acetyl-6,9-dioxo-5-(1-(4-(trifluoromethyl)-phenyl)ethyl)-2,5,8-triazaspiro[3.5]nonan-8-yl)-3-fluorobenzonitrile C(C)(=O)N1CC2(C1)N(C(CN(C2=O)C2=C(C=C(C#N)C=C2)F)=O)[C@@H](C)C2=CC=C(C=C2)C(F)(F)F